(E)-1-[4-(Acridin-9-ylamino)phenyl]-3-(4-hydroxy-3-methoxyphenyl)prop-2-en-1-one C1=CC=CC2=NC3=CC=CC=C3C(=C12)NC1=CC=C(C=C1)C(\C=C\C1=CC(=C(C=C1)O)OC)=O